C(C1=CC=CC=C1)OC(C=C)=O.C(C=C)(=O)OCC1=CC=CC=C1 Benzyl Acrylate Benzyl-acrylate